11-Hydroxy-tridecanoic acid OC(CCCCCCCCCC(=O)O)CC